FC1=CN(C=2N=CC=C(C21)C(=O)O)COCC[Si](C)(C)C 3-fluoro-1-((2-(trimethylsilyl)ethoxy)methyl)-1H-pyrrolo[2,3-b]pyridine-4-carboxylic acid